NCCC[Si](C)(C)C γ-aminopropyltrimethylsilane